(E)-1-(2,6-dimethylimidazo[1,2-a]pyridin-3-yl)-3-(3-nitrophenyl)prop-2-en-1-one CC=1N=C2N(C=C(C=C2)C)C1C(\C=C\C1=CC(=CC=C1)[N+](=O)[O-])=O